(S)-4-{2-[2-(2,4-Dimethylthiazol-5-yl)acetylamino]-2-(4-methylthiazol-2-yl)ethyl}-phenylaminosulfonic acid CC=1SC(=C(N1)C)CC(=O)N[C@@H](CC1=CC=C(C=C1)NS(=O)(=O)O)C=1SC=C(N1)C